N1C=CC=2C1=NC=C(C2)OC2=C(C(=O)NS(=O)(=O)C1=CC(=C(C=C1)NCC1CCOCC1)[N+](=O)[O-])C=CC(=C2)C=2CCN(CC2)C([C@H]2N(CCC2)C2=CC=CC=C2)=O 2-((1H-pyrrolo[2,3-b]pyridin-5-yl)oxy)-N-((3-nitro-4-(((tetrahydro-2H-pyran-4-yl)methyl)amino)phenyl)sulfonyl)-4-(1-(phenylprolyl)-1,2,3,6-tetrahydropyridin-4-yl)benzamide